Epoxy-cresol C1(=C2C(=CC=C1O)O2)C